C12OCC(C1)(C2)C2=NC(=CC(=N2)NC2=C(C=NC(=C2)NC(C)=O)C2=NC=C(C=C2)C(F)F)C N-(4'-((2-(2-oxabicyclo[2.1.1]hexan-4-yl)-6-methylpyrimidin-4-yl)amino)-5-(difluoromethyl)-[2,3'-bipyridin]-6'-yl)acetamide